ClC1=NC(=CC2=C1CN(C2=O)CC)Cl 4,6-dichloro-2-ethyl-2,3-dihydro-1H-pyrrolo[3,4-c]pyridin-1-one